[2H]OP(=O)([O-])O[2H].[K+] Potassium Dideuterium Phosphate